4-[5-(1-ethyl-3-methyl-1H-pyrazol-5-yl)-4H-1,2,4-triazol-3-yl]-1-[(1r,3r)-3-(methylamino)cyclobutyl]-1H-indazole-6-carboxamide C(C)N1N=C(C=C1C=1NC(=NN1)C1=C2C=NN(C2=CC(=C1)C(=O)N)C1CC(C1)NC)C